NNCC(=O)O Aminoglycine